C(C)(C)(C)C1=CC=C(C=C1)C1=CC(=C(C=C1)N)C1=CC=CC=C1 4-(tert-butyl)-[1,1':3',1''-terphenyl]-4'-amine